ClCC1=CC=C(C(=O)N)C=C1 4-(chloromethyl)benzamide